2-Amino-9-benzyl-8-bromo-1,9-dihydro-6H-purin-6-one NC=1NC(C=2N=C(N(C2N1)CC1=CC=CC=C1)Br)=O